(+/-)-cis-N-(3-((2-(5-fluoro-1-tosyl-1H-pyrrolo[2,3-b]pyridine-3-yl)-6-phenylpyrimidin-4-yl)amino)cyclohexyl)pyrrolidine-1-carboxamide FC=1C=C2C(=NC1)N(C=C2C2=NC(=CC(=N2)N[C@H]2C[C@H](CCC2)NC(=O)N2CCCC2)C2=CC=CC=C2)S(=O)(=O)C2=CC=C(C)C=C2 |r|